(S)-N-Boc-2-morpholinecarboxylic acid C(=O)(OC(C)(C)C)N1C[C@H](OCC1)C(=O)O